C1CCC2=CC(=CC=C12)[C@H]1OCC2=CC(=CC=C2[C@H]1C1=CC=C(C=C1)N1CCC(CC1)C=O)O 1-(4-((3S,4R)-3-(2,3-dihydro-1H-inden-5-yl)-7-hydroxyisochroman-4-yl)phenyl)piperidine-4-carbaldehyde